C(=C)C=1C=C(CC2C=CC3=CC=CC=C23)C=CC1 1-(3-vinylbenzyl)-1H-indene